2-benzyl-2-(((2R,3R,4S,5R)-5-(2-chloro-6-hydroxy-9H-purin-9-yl)-4-fluoro-3-hydroxytetrahydrofuran-2-yl)methoxy)malonic acid C(C1=CC=CC=C1)C(C(=O)O)(C(=O)O)OC[C@H]1O[C@H]([C@H]([C@@H]1O)F)N1C2=NC(=NC(=C2N=C1)O)Cl